((1R)-1-(2-fluoro-2-methyl-3-oxo-3-(((6-phenylpyridin-2-yl)methyl)amino)propionylamino)-2-phenylethyl)boronic acid FC(C(=O)N[C@@H](CC1=CC=CC=C1)B(O)O)(C(NCC1=NC(=CC=C1)C1=CC=CC=C1)=O)C